methyl 3-(7-((4-methoxybenzyl) (methyl) amino)-1,6-naphthyridin-3-yl)-4-methylbenzoate COC1=CC=C(CN(C2=NC=C3C=C(C=NC3=C2)C=2C=C(C(=O)OC)C=CC2C)C)C=C1